FC1=C(C=CC(=C1)F)C1=NC(=CC=2C1=NC=C(N2)C)N2C[C@H](OCC2)C2=CC(=NC=C2)C (R)-4-(5-(2,4-difluorophenyl)-2-methylpyrido[3,4-b]pyrazin-7-yl)-2-(2-methylpyridin-4-yl)morpholine